ClC=1C=C(C=CC1F)NC(N(CC)[C@@H](C1=CNC(C2=CC=CC=C12)=O)C1CC1)=O (R)-3-(3-chloro-4-fluorophenyl)-1-(cyclopropyl(1-oxo-1,2-dihydroisoquinolin-4-yl)methyl)-1-ethylurea